(E)-3-(1-(tert-butoxycarbonyl)azetidin-3-yl)acrylic acid C(C)(C)(C)OC(=O)N1CC(C1)/C=C/C(=O)O